OC1=NC(=NC(=C1N)N)N 4-Hydroxy-2,5,6-triaminopyrimidin